NC(CCCCC(=O)O)CCCCC ε-aminoundecanoic acid